CC1=CC=C(C=C1)S(=O)(=O)OC(C(F)(F)F)C=1C(=NC(=NC1)C=1C(=NC=NC1OC)C1CC1)OCC1=CC=C(C=C1)C=1N(C=C(N1)C(F)(F)F)C [1-[2-(4-cyclopropyl-6-methoxy-pyrimidin-5-yl)-4-[[4-[1-methyl-4-(trifluoromethyl)imidazol-2-yl]phenyl]methoxy]pyrimidin-5-yl]-2,2,2-trifluoro-ethyl] 4-methylbenzenesulfonate